ClC=1C(=CC(=C(C1)C=1NC=2C=CN=C(C2C(C1)=O)C(=O)N)C)[C@](C(F)(F)F)(CO)C |o1:22| rel-(S)-2-(5-chloro-2-methyl-4-(1,1,1-trifluoro-3-hydroxy-2-methylpropan-2-yl)phenyl)-4-oxo-1,4-dihydro-1,6-naphthyridine-5-carboxamide